2,6-dimethylcyclohex-1-en-1-yl triflate O(S(=O)(=O)C(F)(F)F)C1=C(CCCC1C)C